N-(4-((4-([1,2,4]triazolo[1,5-a]pyridin-7-yloxy)-2-methoxy-5-methylphenyl)amino)-7-methoxyquinazolin-6-yl)-2-fluoro-3-(1-methylpiperidin-2-yl)acrylamide N=1C=NN2C1C=C(C=C2)OC2=CC(=C(C=C2C)NC2=NC=NC1=CC(=C(C=C21)NC(C(=CC2N(CCCC2)C)F)=O)OC)OC